CN1C(OC2=C1C=CC(=C2)C2CN(CCC2)C(=O)NCCCCC)=O 3-(3-methyl-2-oxo-1,3-benzooxazol-6-yl)-N-pentyl-piperidine-1-carboxamide